C(C)(C)C1=CC=C(C=C1)CN1C(CCC1=O)CC(=O)N[C@@H](C(=O)OC)CC1=CC=CC=C1 methyl (2R)-2-[[2-[1-[(4-isopropylphenyl)methyl]-5-oxopyrrolidin-2-yl]acetyl]amino]-3-phenylpropionat